2-[(3-chloro-4-fluorophenyl)-(3,3-difluorocyclopentyl)oxymethyl]-5-methyl-4-methylsulfonyl-1H-imidazole ClC=1C=C(C=CC1F)C(C=1NC(=C(N1)S(=O)(=O)C)C)OC1CC(CC1)(F)F